4-(3-Cyano-2-methylphenyl)benzoic acid C(#N)C=1C(=C(C=CC1)C1=CC=C(C(=O)O)C=C1)C